5-[(3S)-7-(2-bromophenyl)-3-(4-chlorophenyl)-4-[(R)-1-(4-chlorophenyl)eth-yl]-2,5-dioxo-1,4-diazepin-1-yl]valeric acid BrC1=C(C=CC=C1)C1=CC(N([C@H](C(N1CCCCC(=O)O)=O)C1=CC=C(C=C1)Cl)[C@H](C)C1=CC=C(C=C1)Cl)=O